4-Amino-N-(4-(6-amino-8-bromo-2-butoxy-9H-purin-9-yl)butyl)-3,5-difluorobenzamide NC1=C(C=C(C(=O)NCCCCN2C3=NC(=NC(=C3N=C2Br)N)OCCCC)C=C1F)F